FC(OC1=C(C=C(C(=C1)N)OC(F)(F)F)C1=C(C=C(N)C=C1)OC(F)(F)F)(F)F 2,2',5-tris(trifluoromethoxy)benzidine